6-nitrofluoreneAt [N+](=O)([O-])C=1C=C2C=3C=CC=C(C3CC2=CC1)C(=O)[O-]